N-[4-(2-isohexyl-3-methoxy-phenyl)-6-[4-(4-methylpiperazin-1-yl)phenoxy]pyrimidin-2-yl]-1-methyl-pyrazole-4-sulfonamide C(CCC(C)C)C1=C(C=CC=C1OC)C1=NC(=NC(=C1)OC1=CC=C(C=C1)N1CCN(CC1)C)NS(=O)(=O)C=1C=NN(C1)C